(1R,6R)-6-((R)-5H-imidazo[5,1-a]isoindol-5-yl)-2,2-dimethylcyclohexan-1-ol C=1N=CN2C1C1=CC=CC=C1[C@H]2[C@H]2CCCC([C@@H]2O)(C)C